tert-butyl 4-(2-(2,8-dimethylimidazo[1,2-a]pyridin-6-yl)-5-oxo-1,6-naphthyridin-6(5H)-yl)piperidine-1-carboxylate CC=1N=C2N(C=C(C=C2C)C2=NC=3C=CN(C(C3C=C2)=O)C2CCN(CC2)C(=O)OC(C)(C)C)C1